2-oxohexahydro-2H-3,5-methanocyclopenta[b]furan-6-yl methacrylate C(C(=C)C)(=O)OC1C2CC3C1OC(C3C2)=O